Cl.C(#N)C=1C(=NC(=C(C1CC)C#N)N1CCNCCC1)SC(C(=O)N)C1=CC=CC=C1 2-((3,5-dicyano-6-(1,4-diazepan-1-yl)-4-ethylpyridin-2-yl)thio)-2-phenylacetamide, Hydrochloride